(S)-N-(2-chloro-6-methylphenyl)-2-((6-(4-((1-(5-(2,6-dioxopiperidin-3-yl)pyridin-3-yl)piperidin-4-yl)methyl)piperazin-1-yl)-2-methylpyrimidin-4-yl)amino)thiazole ClC1=C(C(=CC=C1)C)N1[C@@H](SC=C1)NC1=NC(=NC(=C1)N1CCN(CC1)CC1CCN(CC1)C=1C=NC=C(C1)C1C(NC(CC1)=O)=O)C